2-(4-(5-((2,6-dioxopiperidin-3-yl)amino)pyridin-2-yl)piperidin-1-yl)acetic acid O=C1NC(CCC1NC=1C=CC(=NC1)C1CCN(CC1)CC(=O)O)=O